ethyl 1-(4-(2-cyanopropan-2-yl)benzyl)-5-cyclopropyl-1H-pyrazole-4-carboxylate C(#N)C(C)(C)C1=CC=C(CN2N=CC(=C2C2CC2)C(=O)OCC)C=C1